(S)-2-(2,5-difluoro-4-(6-((2-fluoro-4-methylbenzyl)oxy)pyridin-2-yl)benzyl)-1-(4,4-dimethyltetrahydrofuran-3-yl)-1H-benzo[d]imidazole-6-carboxylic acid FC1=C(CC2=NC3=C(N2[C@@H]2COCC2(C)C)C=C(C=C3)C(=O)O)C=C(C(=C1)C1=NC(=CC=C1)OCC1=C(C=C(C=C1)C)F)F